cis-2-dodecenoic acid C(\C=C/CCCCCCCCC)(=O)O